14-fluoro-16,17-dimethyl-10-oxa-2,12,18,20-tetrazapentacyclo[9.7.1.14,7.02,8.015,19]icosa-1(18),11(19),12,14,16-pentaene-20-carboxylate FC=1C=NC=2OCC3C4CCC(CN3C3=NC(=C(C1C32)C)C)N4C(=O)[O-]